ClC=1C=C(C(=NC1)N1CC(N(C2(COC2)C1=O)CC1=CC=C(C=C1)C(F)F)=O)F 8-(5-chloro-3-fluoropyridin-2-yl)-5-(4-(difluoromethyl)-benzyl)-2-oxa-5,8-diazaspiro[3.5]nonane-6,9-dione